4-Chloro-1-(2,6-difluorophenyl)-N-[(4S)-3,4-dihydro-2H-chromen-4-yl]-1H-pyrazolo[3,4-b]pyridine-5-carboxamide ClC1=C2C(=NC=C1C(=O)N[C@H]1CCOC3=CC=CC=C13)N(N=C2)C2=C(C=CC=C2F)F